N-[5-({4-[(2S)-2-{[2-cyclopropyl-8-(trifluoromethyl)quinazolin-4-yl]amino}propyl]piperazin-1-yl}sulfonyl)-1,3-thiazol-2-yl]acetamide C1(CC1)C1=NC2=C(C=CC=C2C(=N1)N[C@H](CN1CCN(CC1)S(=O)(=O)C1=CN=C(S1)NC(C)=O)C)C(F)(F)F